NC=1C=2O[C@@H](C3=CC(=CC=C3C3=NN(N=C3CC=3ON=C(C3C(=CN1)C2)C#N)C)F)C (19R)-22-amino-16-fluoro-10,19-dimethyl-5,20-dioxa-4,9,10,11,23-pentaazapentacyclo[19.3.1.02,6.08,12.013,18]pentacosa-1(24),2(6),3,8,11,13,15,17,21(25),22-decaene-3-carbonitrile